(S)-1-(3-(1-amino-1,3-dihydrospiro[inden-2,4'-piperidin]-1'-yl)-6-((2-amino-3-chloropyridin-4-yl)thio)pyrazin-2-yl)ethan-1-one N[C@@H]1C2=CC=CC=C2CC12CCN(CC2)C=2C(=NC(=CN2)SC2=C(C(=NC=C2)N)Cl)C(C)=O